naphthalene-2,3-diyl bis(diisopropylcarbamate) C(C)(C)N(C(OC1=CC2=CC=CC=C2C=C1OC(N(C(C)C)C(C)C)=O)=O)C(C)C